P(=O)([O-])([O-])[O-].[Ni+2].[Co+2] cobalt-nickel phosphate